N2-(4-chlorobenzyl)-cyclohexane-1,2-diamine ClC1=CC=C(CNC2C(CCCC2)N)C=C1